tert-butyl rac-(3S)-5-hydroxy-3-(2-methyloxazol-4-yl)isoxazolidine-2-carboxylate OC1C[C@H](N(O1)C(=O)OC(C)(C)C)C=1N=C(OC1)C |r|